3,4-dichloroiodobenzene-d3 ClC1=C(C(=C(C(=C1Cl)[2H])I)[2H])[2H]